N1(CCNCC1)C1=NC=2N(C(=N1)N)N=CC2 (piperazin-1-yl)pyrazolo[1,5-a][1,3,5]triazin-4-amine